FC1=C(C(=O)O)C(=C(C(=C1O)O)O)C1=NC(=C(C(=N1)C1=CC=CC=C1)F)F trifluoro-phenylpyrimidine-gallic acid